pentakis(dimethyl-amine) tantalum [Ta].CNC.CNC.CNC.CNC.CNC